OC=1C(N(C2=NC=C(C=C2C1)[N+](=O)[O-])CCOC)=O 3-hydroxy-1-(2-methoxyethyl)-6-nitro-1,8-naphthyridin-2(1H)-one